(S)-N-(4-amino-6-methyl-5-(quinolin-3-yl)-8,9-dihydropyrimido[5,4-b]indolizin-8-yl)-2-fluoro-3,3-dideuteropropenamide NC1=NC=NC2=C1C(=C1C(=C[C@@H](CN21)NC(C(=C([2H])[2H])F)=O)C)C=2C=NC1=CC=CC=C1C2